11-oxo-2-(thiophen-2-yl)-11H-pyrido[2,1-b]Quinazoline-6-carboxylic acid O=C1N2C(=NC3=CC=C(C=C13)C=1SC=CC1)C(=CC=C2)C(=O)O